N,N'-bis(2,6-diisopropylphenyl)butane-2,3-diimine C(C)(C)C1=C(C(=CC=C1)C(C)C)N=C(C)C(C)=NC1=C(C=CC=C1C(C)C)C(C)C